2-(5-bromo-1H-imidazol-2-yl)piperidine BrC1=CN=C(N1)C1NCCCC1